N-(5-((6-((R)-3-(3'-fluoro-[1,1'-biphenyl]-3-yl)-isoxazolidin-2-yl)-pyrimidin-4-yl)-amino)-4-meth-oxy-2-((1R,4R)-5-methyl-2,5-diaza-bicyclo[2.2.1]-heptan-2-yl)phenyl)acrylamide FC=1C=C(C=CC1)C1=CC(=CC=C1)[C@@H]1N(OCC1)C1=CC(=NC=N1)NC=1C(=CC(=C(C1)NC(C=C)=O)N1[C@H]2CN([C@@H](C1)C2)C)OC